C(C)(C)(C)C1=CC=C(C=C1)C[C@H](CN1C[C@H](O[C@H](C1)C)C)C |&1:11| (±)-cis-4-(3-(4-tert-butylphenyl)-2-methylpropyl)-2,6-dimethylmorpholine